C(C)O[Si](OCC)(OCC)C(C)[Si](OCC)(OCC)OCC di(triethoxysilyl)ethane